ClC1=C(N=C(NC1=O)C1=CC=NC=C1)C1(CCOCC1)C 5-chloro-4-(4-methyltetrahydropyran-4-yl)-2-(4-pyridyl)-1H-pyrimidin-6-one